ethyl 5-chloro-3-(1-((1-(2-(naphthalene-2-sulfonamido)ethyl)piperidin-4-yl)methyl)-1H-1,2,3-triazol-4-yl)-1H-indole-2-carboxylate ClC=1C=C2C(=C(NC2=CC1)C(=O)OCC)C=1N=NN(C1)CC1CCN(CC1)CCNS(=O)(=O)C1=CC2=CC=CC=C2C=C1